5-[3-amino-6-(3-cyano-4-{[3-(tetrahydro-1H-pyrrol-1-yl)propyl]oxy}phenyl)pyrazin-2-yl]thiophene-2-carboxamide NC=1C(=NC(=CN1)C1=CC(=C(C=C1)OCCCN1CCCC1)C#N)C1=CC=C(S1)C(=O)N